CC1(C2=CC=CC=C2C=2C=CC(=CC12)C1=CC=C(N(C2=CC=C(C=C2)C=2C3=CC=CC=C3C=3C=CC=CC3C2)C2=CC=C(C=C2)C=2C3=CC=CC=C3C=3C=CC=CC3C2)C=C1)C 4-(9,9-dimethyl-9H-fluoren-2-yl)-N,N-bis(4-(phenanthren-9-yl)phenyl)aniline